COC([C@@H](NC(CCCCCBr)=O)CC(C)C)=O 6-bromohexanoyl-leucine methyl ester